NN1CCNCC1 4-Amino-piperazine